methacryloxymethyl-tricarboxylsilane C(C(=C)C)(=O)OC[Si](C(=O)O)(C(=O)O)C(=O)O